ClC1=CC=C(CC2=NSC(=N2)OC2=CC(=C(C=C2C)N=CN(C)CC)C)C=C1 N'-(4-{[3-(4-chlorobenzyl)-1,2,4-thiadiazol-5-yl]oxy}-2,5-dimethylphenyl)-N-ethyl-N-methylformamidine